7-bromo-8-fluoro-4-(3,8-diazabicyclo[3.2.1]oct-3-yl)-2-(((S)-1-methylpyrrolidin-2-yl)methoxy)quinazoline BrC1=CC=C2C(=NC(=NC2=C1F)OC[C@H]1N(CCC1)C)N1CC2CCC(C1)N2